FC(C=1C=C(C=CC1)CC(=O)O)(F)F 3-(Trifluoromethyl)-phenylacetic acid